C(C)N1C(=C(C2=CC=CC=C12)C1OC(=O)C2=CC=CN=C12)OC 3-(1-ethyl-2-methoxyindol-3-yl)-4-azaphthalide